C(C)C(CC1OCCO1)CCC 2-Ethyl-pentyl-1,3-dioxolane